C(C)(C)(C)OC(=O)N[C@H](C(=O)OCC)CCC(C(Br)Br)=O ethyl (S)-2-[(tert-Butoxycarbonyl) amino]-6,6-dibromo-5-oxohexanoate